C1(CC1)N1N=C(C=C1)C=1C(=C2C(=NC(=NN2C1)C=1N(C=CN1)C)NC1=NC=CC(=C1)OCCO)C 2-((2-((6-(1-Cyclopropyl-1H-pyrazol-3-yl)-5-methyl-2-(1-methyl-1H-imidazol-2-yl)pyrrolo[2,1-f][1,2,4]triazin-4-yl)amino)pyridin-4-yl)oxy)ethan-1-ol